CS(=O)(=O)C1=CC=C2C(NCNC2=C1)=O 7-(methylsulfonyl)-2,3-dihydroquinazolin-4(1H)-one